(S)-3-(4-(dimethylcarbamoyl)-3-fluorophenyl)-3-(4-(3-(5,6,7,8-tetrahydro-1,8-naphthyridin-2-yl)propyl)thiazol-2-yl)propionic acid CN(C(=O)C1=C(C=C(C=C1)[C@H](CC(=O)O)C=1SC=C(N1)CCCC1=NC=2NCCCC2C=C1)F)C